C[As]([O-])(=O)[O-].[Fe+3].C[As]([O-])(=O)[O-].C[As]([O-])(=O)[O-].[Fe+3] ferric methane-arsonate